2,4-dichloro-5-nitrophenol ClC1=C(C=C(C(=C1)Cl)[N+](=O)[O-])O